Br.BrC1=CC=CC(=N1)C(=O)C1CCN(CC1)C (6-bromopyridine-2-yl)(1-methylpiperidine-4-yl)methanone hydrobromide